sodium triazolate C1=NNN=C1C(=O)[O-].[Na+]